CNCCOCCOCCOCCOCCCC1=C2CN(C(C2=CC=C1)=O)C1C(NC(CC1)=O)=O 3-[4-[3-[2-[2-[2-[2-(methylamino)ethoxy]ethoxy]ethoxy]ethoxy]propyl]-1-oxo-isoindolin-2-yl]piperidine-2,6-dione